4-((4-fluorophenyl)selanyl)-3,5-dimethyl-1-phenyl-1H-pyrazole FC1=CC=C(C=C1)[Se]C=1C(=NN(C1C)C1=CC=CC=C1)C